2,5-Dimethylimidazo[4,5-b]pyridin CC=1NC=2C(=NC(=CC2)C)N1